1-(4-(2-(4-iodophenyl)propan-2-yl)thiazol-2-yl)-3-((2-(piperazin-1-yl)pyrimidin-5-yl)methyl)urea IC1=CC=C(C=C1)C(C)(C)C=1N=C(SC1)NC(=O)NCC=1C=NC(=NC1)N1CCNCC1